C1(CC1)C1=NC=NC(=C1C1=NC=C2C(=N1)N(N=C2)CC2=CC=C(C=C2)N2N=C(C=C2C)C(F)(F)F)OC 6-(4-Cyclopropyl-6-methoxypyrimidin-5-yl)-1-(4-(5-methyl-3-(trifluoromethyl)-1H-pyrazol-1-yl)benzyl)-1H-pyrazolo[3,4-d]pyrimidin